N(CCO)(CCO)CCO.C(CCCCCCCCCC)(=O)N[C@@H](CCC(=O)O)C(=O)O undecanoyl-glutamic acid triethanolamine salt